methyl 2-(4-((4-methoxybenzyl)amino)-6-((3-methyl-4-((1-methyl-1H-benzo[d]imidazol-5-yl)oxy)phenyl)amino)pyrimidin-5-yl)oxazole-4-carboxylate COC1=CC=C(CNC2=NC=NC(=C2C=2OC=C(N2)C(=O)OC)NC2=CC(=C(C=C2)OC2=CC3=C(N(C=N3)C)C=C2)C)C=C1